(4-methoxy-3-methylphenyl)boric acid COC1=C(C=C(C=C1)OB(O)O)C